2,6,8-triphenylimidazo[1,2-a]pyridine C1(=CC=CC=C1)C=1N=C2N(C=C(C=C2C2=CC=CC=C2)C2=CC=CC=C2)C1